2,7-bis(4-(4-(benzo[b]thiophen-4-yl)piperazin-1-yl)butoxy)quinoline S1C2=C(C=C1)C(=CC=C2)N2CCN(CC2)CCCCOC2=NC1=CC(=CC=C1C=C2)OCCCCN2CCN(CC2)C2=CC=CC=1SC=CC12